C(C)OC(=O)C=1C(C=C2N([C@@H](CC=3C=C(C4=C(C23)CCO4)O)C(C)C)C1)=O (S)-4-hydroxy-7-isopropyl-11-oxo-2,6,7,11-tetrahydro-1H-furo[2,3-H]pyrido[2,1-a]isoquinoline-10-carboxylic acid ethyl ester